sodium cerous nitrate [N+](=O)([O-])[O-].[Ce+3].[Na+].[N+](=O)([O-])[O-].[N+](=O)([O-])[O-].[N+](=O)([O-])[O-]